ClC=1C=C(C=2N(N1)C(=CN2)C=2C=NN(C2)C)NCC2=NC1=C(N2)C=C(C(=C1)Cl)Cl 6-chloro-N-((5,6-dichloro-1H-benzo[d]imidazol-2-yl)methyl)-3-(1-methyl-1H-pyrazol-4-yl)imidazo[1,2-b]pyridazin-8-amine